C(#N)C1=C(C(=C(C=C1)N1C([C@@H]2[C@]3(C[C@H]([C@@]([C@@H]2C1=O)(O3)C)NC(OCC[Si](C)(C)C)=O)C)=O)F)C(F)(F)F 2-(trimethylsilyl)ethyl ((3aR,4R,5R,7R,7aS)-2-(4-cyano-2-fluoro (trifluoromethyl)phenyl)-4,7-dimethyl-1,3-dioxooctahydro-1H-4,7-epoxyisoindol-5-yl)carbamate